di(4-iso-butylphenyl) carbonate C(OC1=CC=C(C=C1)CC(C)C)(OC1=CC=C(C=C1)CC(C)C)=O